FC(C1=CC(=C(C=C1)C1=CC=C(N=N1)N([C@H]1[C@H]([C@@H]2CC[C@H](C1)N2C(=O)OC(C)(C)C)F)C)O)F (1S,2R,3R,5R)-tert-butyl 3-((6-(4-(difluoromethyl)-2-hydroxyphenyl) pyridazin-3-yl) (methyl) amino)-2-fluoro-8-azabicyclo[3.2.1]octane-8-carboxylate